2-bromo-2,2-difluoro-1-(4-methoxyphenyl)ethane-1-one BrC(C(=O)C1=CC=C(C=C1)OC)(F)F